triethylamine, 2-((adamantane-1-carbonyl)oxy)-1,1-difluoroethane-1-sulfonate salt C12(CC3CC(CC(C1)C3)C2)C(=O)OCC(S(=O)(=O)O)(F)F.C(C)N(CC)CC